CCCCCCCCCCCCCCCCCC(=O)N[C@@H](CO[C@H]1[C@@H]([C@H]([C@@H]([C@H](O1)CO)O[C@H]2[C@@H]([C@H]([C@H]([C@H](O2)CO)O)O)O)O)O)[C@@H](/C=C/CCCCCCCCCCCCC)O The molecule is a beta-D-galactosyl-(1->4)-beta-D-glucosyl-(1<->1')-N-acylsphingosine in which the acyl group specified is octadecanoyl. It has a role as a mouse metabolite. It derives from an octadecanoic acid.